5-Hydroxymethyl-uracil OCC=1C(NC(NC1)=O)=O